C(C1=CC=CC=C1)C1CN(CCN1C1=CC(=C(C=C1)Cl)Cl)C(=O)N1C(C=CC2=CC=CC=C12)=O (3-benzyl-4-(3,4-dichlorophenyl)piperazine-1-carbonyl)quinolin-2(1H)-one